NC1=C2C(=NC=N1)N(N=C2C2=CC=C(C=C2)OC2=CC=CC=C2)[C@H]2CN(CCC2)C2CCC(CC2)=O 4-[(3R)-3-[4-amino-3-(4-phenoxyphenyl)pyrazolo[3,4-d]pyrimidin-1-yl]-1-piperidyl]cyclohexanone